6-(2,2-difluoroethoxy)-N-(1-(2-((2,3-dihydro-1H-inden-2-yl)amino)pyrimidin-5-yl)-6-oxo-1,6-dihydropyridin-3-yl)-1H-benzo[d][1,2,3]triazole-5-carboxamide FC(COC=1C(=CC2=C(NN=N2)C1)C(=O)NC1=CN(C(C=C1)=O)C=1C=NC(=NC1)NC1CC2=CC=CC=C2C1)F